BrC=1C=CC(=C(C1)CN(C)C)C1CCOCC1 1-(5-bromo-2-(tetrahydro-2H-pyran-4-yl)phenyl)-N,N-dimethylmethanamine